NC1=NC=2C=C(C=CC2C2=C1C(OC2)C)CN(C(=O)C=2C=NC(=NC2)C2CC2)C=2C(=NN(C2)C)OC N-({4-amino-3-methyl-1H,3H-furo[3,4-c]quinolin-7-yl}methyl)-2-cyclopropyl-N-(3-meth-oxy-1-methyl-1H-pyrazol-4-yl)pyrimidine-5-carboxamide